((1R,4R,7R)-7-amino-2-azabicyclo[2.2.1]heptan-2-yl)(2-(1-(cyclopropylmethyl)-7-(1-hydroxycyclobutyl)-1H-indol-2-yl)-7-methoxy-1-methyl-1H-benzo[d]imidazol-5-yl)methanone N[C@H]1[C@@H]2N(C[C@H]1CC2)C(=O)C2=CC1=C(N(C(=N1)C=1N(C3=C(C=CC=C3C1)C1(CCC1)O)CC1CC1)C)C(=C2)OC